COC1=CC=CC(=N1)C1CC(NC1)C=1C=C2CN(C(C2=CC1)=O)C1C(NC(CC1)=O)=O 3-(5-(4-(6-methoxypyridin-2-yl)pyrrolidin-2-yl)-1-oxoisoindolin-2-yl)piperidine-2,6-dione